[Br-].C(=O)(O)C=1C(=C(C(=C(C1I)C(=O)O)I)NC(CCCCC[N+]1=C(C(C2=CC=CC=C12)(C)C)C)=O)I 1-(6-((3,5-dicarboxy-2,4,6-triiodophenyl)amino)-6-oxohexyl)-2,3,3-trimethyl-3H-indol-1-ium bromide